(S)-N-(2,3-Dihydro-1H-inden-1-yl)-3-(3-fluorophenyl)-7-isopropyl-2-methylpyrazolo[1,5-a]pyrimidine-6-carboxamide [C@@H]1(CCC2=CC=CC=C12)NC(=O)C=1C=NC=2N(C1C(C)C)N=C(C2C2=CC(=CC=C2)F)C